NC([C@](C1CCCC1)(C1=CC(=CC=C1)Cl)NC(=O)C1CC2(C1)NC(NC2=O)=O)=O N-((S)-2-amino-1-(3-chlorophenyl)-1-cyclopentyl-2-oxoethyl)-6,8-dioxo-5,7-diazaspiro[3.4]octane-2-carboxamide